1-[4-(2-azaspiro[3.5]nonan-7-yloxy)-2-methyl-phenyl]-N-[[3-(2,2,2-trifluoro-1,1-dimethyl-ethyl)-1H-1,2,4-triazol-5-yl]methyl]pyrazole-4-carboxamide trifluoroacetate salt FC(C(=O)O)(F)F.C1NCC12CCC(CC2)OC2=CC(=C(C=C2)N2N=CC(=C2)C(=O)NCC2=NC(=NN2)C(C(F)(F)F)(C)C)C